5-(6-benzoyl-6,7,8,9-tetrahydro-2H-2,3,5,6-tetraazabenzo[cd]azulen-2-yl)-4-fluoropentan-3-yl phosphate P(=O)(OC(CC)C(CN1C=C2CCCN(C=3C2=C1N=CN3)C(C3=CC=CC=C3)=O)F)([O-])[O-]